C1=NC=CC2=C(C=CC=C12)C(C)N1CCC(CC1)C(=O)N 1-(1-(isoquinolin-5-yl)ethyl)piperidine-4-carboxamide